ClC=1C=C(C=CC1C(=O)N1CCN(CC1)C(=O)C1CCNCC1)NC(=O)C=1N(C(=CN1)C=1C(=NN(C1)C1=NC=C(C=N1)OC)C(F)(F)F)C N-[3-chloro-4-[4-(piperidine-4-carbonyl)piperazine-1-carbonyl]phenyl]-5-[1-(5-methoxypyrimidin-2-yl)-3-(trifluoromethyl)pyrazol-4-yl]-1-methylimidazole-2-carboxamide